CC1=C(C(=O)C=2C=NN(C2O)CC)C=CC(=C1OCCOC)S(=O)(=O)C 4-(2-methyl-3-methoxyethoxy-4-methylsulfonylbenzoyl)-1-ethyl-5-hydroxypyrazole